(6-butyl-5-(ethyl-(phenyl)amino)-2,4-dihydroxypyridin-3-yl)(3-(3,5-difluoropyridin-2-yl)pyrrolidin-1-yl)methanone C(CCC)C1=C(C(=C(C(=N1)O)C(=O)N1CC(CC1)C1=NC=C(C=C1F)F)O)N(C1=CC=CC=C1)CC